(R)-(+)-1,1'-binaphthyl-2,2'-diamine C1=CC=C2C(=C1)C=CC(=C2C3=C(C=CC4=CC=CC=C43)N)N